ClC=1C(=C(C(=C(C1F)F)F)S(=O)(=O)N(CC1=C(C=CC=C1)C#N)CC(=O)O)F 2-(3-chloro-N-(2-cyanobenzyl)-2,4,5,6-tetrafluorophenylsulfonamido)acetic acid